3-(5-(1,8-naphthyridin-2-yl)pentyl)-3-fluoropyrrolidine-1-carboxylic acid tert-butyl ester C(C)(C)(C)OC(=O)N1CC(CC1)(F)CCCCCC1=NC2=NC=CC=C2C=C1